NC1=CC=C(C=N1)C1CCN(CC1)CC1CCC(CC1)=O 4-[[4-(6-amino-3-pyridyl)-1-piperidyl]methyl]cyclohexanone